phenyl-butane C1(=CC=CC=C1)CCCC